N1(CCNCC1)CCO piperazine-1-ethanol